OC1=C(C=C(C=C1)CC(C)OC1=C(C=C(C=C1)CCCO)OC)OC 1-(4-hydroxy-3-methoxyphenyl)-2-[4-(3-hydroxypropyl)-2-methoxyphenoxy]-propane